NC1=C2C(=NC=N1)N(N=C2C2=CC=C(C=C2)OC2=CC=CC=C2)[C@H]2CN(CCC2)C(=O)C2=C(C(=C(C(=C2SC)F)F)F)F (R)-(3-(4-amino-3-(4-phenoxyphenyl)-1H-pyrazolo[3,4-d]pyrimidin-1-yl)piperidin-1-yl)(2,3,4,5-tetrafluoro-6-(methylthio)phenyl)methanone